O(C)C1=CC=C(C=C1)C(C1=CC=CC=C1)=O 4'-methoxyl-benzophenone